amino[1-(pyridin-2-yl)piperidin-4-yl]piperidine NC1N(CCCC1)C1CCN(CC1)C1=NC=CC=C1